diethyl (4-((4-(trifluoromethyl)-9H-carbazol-9-yl)methyl)benzyl)phosphonate FC(C1=CC=CC=2N(C3=CC=CC=C3C12)CC1=CC=C(CP(OCC)(OCC)=O)C=C1)(F)F